3-(4-hydroxyphenyl)-7-(trifluoromethyl)-3-(2-(trifluoromethyl)-5,6-dihydroimidazo[1,2-a]pyrazin-7(8H)-yl)indol-2-one OC1=CC=C(C=C1)C1(C(NC2=C(C=CC=C12)C(F)(F)F)=O)N1CC=2N(CC1)C=C(N2)C(F)(F)F